2-((3,5-difluorophenyl)amino)quinazolin-4(3H)-one FC=1C=C(C=C(C1)F)NC1=NC2=CC=CC=C2C(N1)=O